[Se](F)(F)F selenium trifluoride